ClC=1C(=CC=CC1)C#N 3-chloro-2-cyanobenzene